hydroxy-2-methyl-1-phenyl-butan OC(C(CC)C)C1=CC=CC=C1